CC1=CC=C(C=C1)S(=O)(=O)F p-toluenesulfonic acid fluoride